ClC1=CC(=C(C=N1)C1=NC=CC(=C1F)OC(F)F)N[C@H](CCO)C (S)-3-((6'-Chloro-4-(difluoromethoxy)-3-fluoro-[2,3'-bipyridin]-4'-yl)amino)butan-1-ol